N-((2-((3,3-Difluorocyclobutyl)methoxy)pyridin-4-yl)methyl)-2-(3-fluorophenyl)acetamide FC1(CC(C1)COC1=NC=CC(=C1)CNC(CC1=CC(=CC=C1)F)=O)F